(3R,4S)-4-(4-amino-3-(4-phenoxyphenyl)-1H-pyrazolo[3,4-d]pyrimidin-1-yl)-3-fluoropiperidine-1-carboxylate NC1=C2C(=NC=N1)N(N=C2C2=CC=C(C=C2)OC2=CC=CC=C2)[C@@H]2[C@@H](CN(CC2)C(=O)[O-])F